FC=1C=C2CC(N(C2=CC1)C(=O)OC)(C)C Methyl 5-fluoro-2,2-dimethyl-2,3-dihydro-indole-1-carboxylate